CS(=O)(=O)CCC1(CC=CC=C1)[N+](=O)[O-] 4-(2-(methylsulfonyl)ethyl)-4-nitrobenzene